3-chloro-4-methyl-6-(trifluoromethyl)pyridazine ClC=1N=NC(=CC1C)C(F)(F)F